C1=CC=CC=2C3=CC=CC=C3C(C12)COC(=O)N[C@H](C(=O)O)CCC1=CN=C(N1C(C1=CC=CC=C1)(C1=CC=CC=C1)C1=CC=CC=C1)NC(=O)OC(C)(C)C (S)-2-((((9H-fluoren-9-yl)methoxy)carbonyl)amino)-4-(2-((tert-butoxycarbonyl)amino)-1-trityl-1H-imidazol-5-yl)butanoic acid